Pyridine-5-carboxylic acid ethyl ester hydrochloride Cl.C(C)OC(=O)C=1C=CC=NC1